CO[C@H]1CC[C@H](CC1)CN[C@@H]1[C@H](CCCC1)OC=1C=C2CN(C(C2=CC1)=O)C1C(NC(CC1)=O)=O 3-(5-(((1S,2S)-2-(((cis-4-methoxycyclohexyl)methyl)amino)cyclohexyl)oxy)-1-oxoisoindolin-2-yl)piperidine-2,6-dione